perfluoroheptyl-7-isopropyl-tetralone FC1(C(C2=C(C(=C(C(=C2C(C1(F)F)(F)F)F)F)C(C(F)(F)F)(C(F)(F)F)F)F)=O)C(C(C(C(C(C(C(F)(F)F)(F)F)(F)F)(F)F)(F)F)(F)F)(F)F